NCCCCCN1C(=NC2=C1C=C(C(=C2)C#N)C(F)(F)F)NC=2C=C(C(=O)NO)C=CC2 3-((1-(5-aminopentyl)-5-cyano-6-(trifluoromethyl)-1H-benzo[d]imidazol-2-yl)amino)-N-hydroxybenzamide